2-(3-((2-acrylamidopropyl) dimethylamino) propionamido)-2-methylpropane-1-sulfonate C(C=C)(=O)NC(CCN(CCC(=O)NC(CS(=O)(=O)[O-])(C)C)C)C